C(C1=CC=CC=C1)N1NC(C(=CC1=O)Br)=O 1-benzyl-4-bromo-1,2-dihydropyridazine-3,6-dione